N-tert-butyloxycarbonyl-(L-alanine-18O2) Diisopropylethylamine salt C(C)(C)N(CC)C(C)C.C(C)(C)(C)OC(=O)N[C@@H](C)C(=[18O])[18OH]